COC1=C(C=NC=C1)C1=CC2=C(C(=N1)C)C=NN2C2=CC(=CC(=N2)C2CC(CC2)=O)N2[C@@H]([C@H](C2)CS(=O)(=O)C)C 3-(6-(6-(4-methoxypyridin-3-yl)-4-methyl-1H-pyrazolo[4,3-c]pyridin-1-yl)-4-((2R,3S)-2-methyl-3-((methylsulfonyl)methyl)azetidin-1-yl)pyridin-2-yl)cyclopentan-1-one